BrC=1C(=C(C=2N(C1)C(=C(N2)C)C(=O)OC)F)OC methyl 6-bromo-8-fluoro-7-methoxy-2-methylimidazo[1,2-a]pyridine-3-carboxylate